4-methyl-3-(((S)-morpholin-2-yl)methyl)-6-(trifluoromethyl)pyridin CC1=C(C=NC(=C1)C(F)(F)F)C[C@H]1CNCCO1